CC1(NC2=CC=CC=C2C(=C1)C#CC1=CC(=C(C(=C1)OC)OC)OC)C1=CC=CC=C1C(=N)N 2-Methyl-4-((3,4,5-trimethoxyphenyl)ethynyl)quinolinebenzamidine